C1(CC1)C1=CC(=NN1)NC1=CC2=C(C(=NO2)N(S(=O)(=O)C2=C(C=C(C=C2OC)C2CN(CCC2(F)F)C([2H])([2H])[2H])OC)CC2=CC=C(C=C2)OC)C=C1OC N-{6-[(5-cyclopropyl-1H-pyrazol-3-yl)amino]-5-methoxy-1,2-benzoxazol-3-yl}-4-[4,4-difluoro-1-(2H3)methylpiperidin-3-yl]-2,6-dimethoxy-N-[(4-methoxyphenyl)methyl]benzene-1-sulfonamide